FC1=CC=2N(C=C1NC(=O)N1CCC=3C1=NC=CC3N3C[C@H](N([C@H](C3)C)C(=O)OC(C)(C)C)C)C=C(N2)C tert-butyl (2R,6S)-4-(1-((7-fluoro-2-methylimidazo[1,2-a]pyridin-6-yl)carbamoyl)-2,3-dihydro-1H-pyrrolo[2,3-b]pyridin-4-yl)-2,6-dimethylpiperazine-1-carboxylate